NCCC1CN(CC1)CCNC1=NC=C(C(=N1)C1=CNC2=C(C(=CC=C12)C(=O)O)P(=O)(C)C)C(F)(F)F 3-[2-({2-[3-(2-aminoethyl)tetrahydro-1H-pyrrol-1-yl]ethyl}amino)-5-(trifluoromethyl)pyrimidin-4-yl]-7-[dimethyl(oxo)-λ5-phosphoranyl]-1H-indole-6-carboxylic acid